4-(6-hydroxy-4-methyl-1-oxo-isoindolin-2-yl)-N-(3-methoxy-4-methyl-phenyl)cyclohexanecarboxamide OC1=CC(=C2CN(C(C2=C1)=O)C1CCC(CC1)C(=O)NC1=CC(=C(C=C1)C)OC)C